2-(3-bromo-2-chloro-6-methylphenyl)-N-[4-(3-chlorophenoxy)-3-sulfamoylphenyl]acetamide BrC=1C(=C(C(=CC1)C)CC(=O)NC1=CC(=C(C=C1)OC1=CC(=CC=C1)Cl)S(N)(=O)=O)Cl